NC1CC(C1)C=O (3-aminocyclobutyl)methanone